tert-butyl 4-[[5-(4-chlorophenyl)-4-[[4-[4-methoxycarbonyl-3-(1H-pyrrolo[2,3-b]pyridin-5-yloxy)phenyl]piperazin-1-yl]methyl]-3,6-dihydro-2H-pyridin-1-yl]methyl]piperidine-1-carboxylate ClC1=CC=C(C=C1)C1=C(CCN(C1)CC1CCN(CC1)C(=O)OC(C)(C)C)CN1CCN(CC1)C1=CC(=C(C=C1)C(=O)OC)OC=1C=C2C(=NC1)NC=C2